methyl 4-amino-1-(2-ethylphenyl)-2-oxo-7-(trifluoromethyl)-1,2-dihydroquinoline-3-carboxylate NC1=C(C(N(C2=CC(=CC=C12)C(F)(F)F)C1=C(C=CC=C1)CC)=O)C(=O)OC